2-[4-(4-chlorophenoxy)-2-(trifluoromethyl)phenyl]-1-(1,2,4-triazol-4-yl)propan-2-ol ClC1=CC=C(OC2=CC(=C(C=C2)C(CN2C=NN=C2)(C)O)C(F)(F)F)C=C1